CC1=NN=C(S1)OC=1C=C(C(=O)N[C@H](C)C=2C=NC(=CC2)C(F)(F)F)C=C(C1)C=1SC(=CN1)C 3-[(5-methyl-1,3,4-thiadiazol-2-yl)oxy]-5-(5-methyl-1,3-thiazol-2-yl)-N-{(1R)-1-[6-(trifluoromethyl)pyridin-3-yl]ethyl}benzamide